ClC1=C(C(=NC2=CC=CC=C12)Cl)S(=O)(=O)NC1=CC=C(C=C1)S(N)(=O)=O dichloro-N-(4-sulfamoylphenyl)quinoline-3-sulfonamide